CC1=C(C(NC(=C1)C)=O)CNC(=O)C=1C(=C(C=C(C1)C1=CC=C(C=C1)CN(C)C)N(C1CCC(CC1)NC(OC(C)(C)C)=O)C)C tert-butyl ((1s,4s)-4-((5-(((4,6-dimethyl-2-oxo-1,2-dihydropyridin-3-yl)methyl)carbamoyl)-4'-((dimethylamino)methyl)-4-methyl-[1,1'-biphenyl]-3-yl)(methyl)amino)cyclohexyl)carbamate